ClC=1C(=NC(=NC1)NC1=CC(=NC=C1)OC)C1=CC=C2CN(C(C2=C1)=O)[C@@H](C(=O)N[C@H](CO)C1=NC(=CC=C1Cl)N(C)C)C (2R)-2-(6-{5-chloro-2-[(2-methoxypyridin-4-yl)amino]pyrimidin-4-yl}-1-oxo-2,3-dihydro-1H-isoindol-2-yl)-N-[(1S)-1-[3-chloro-6-(dimethylamino)pyridin-2-yl]-2-hydroxyethyl]propanamide